NC=1C(=NC=NC1Cl)NC=1C=C(C=CC1N1CCN(CC1)C)N1N=NC(=C1)C(=O)N1CCOCC1 (1-(3-((5-amino-6-chloropyrimidin-4-yl)amino)-4-(4-methylpiperazin-1-yl)phenyl)-1H-1,2,3-triazol-4-yl)(morpholino)methanone